C12C(CCC2C1)C(=O)[O-] bicyclo[3.1.0]hexane-2-carboxylate